C(C)(C)N1N=CC(=C1)C1=CC=C(C(=N1)OC)NC(=O)C=1C(=NOC1C)C1=CC=CC=C1 N-[6-(1-isopropylpyrazol-4-yl)-2-methoxy-3-pyridyl]-5-methyl-3-phenyl-isoxazole-4-carboxamide